6-((bis(pyridin-2-ylmethyl)amino)methyl)nicotinaldehyde N1=C(C=CC=C1)CN(CC1=NC=CC=C1)CC1=NC=C(C=O)C=C1